N1(CCCCC1)C(=O)ON(C1=C(C=CC=C1)N)C(C)(C)C tert-butyl-((2-aminophenyl) amino) piperidine-1-carboxylate